tert-butyl 4-[3-(4-bromopyrazol-1-yl)propyl]piperidine-1-carboxylate BrC=1C=NN(C1)CCCC1CCN(CC1)C(=O)OC(C)(C)C